C(C)(C)(C)OC(=O)N1[C@@H]2CN([C@H](C1)C2)C2=C(C(=CC=C2)F)NC(=O)N2CCC(CC2)(C)C2=NOC(=N2)C2CC2 (1S,4S)-5-(2-{[4-(5-cyclopropyl-1,2,4-oxadiazol-3-yl)-4-methylpiperidine-1-carbonyl]amino}-3-fluorophenyl)-2,5-diazabicyclo[2.2.1]heptane-2-carboxylic acid tert-butyl ester